C(C)(C)(C)OC(=O)N1C[C@@H](CCC1)NC1=C2C(=NC=C1C=1SC(=CN1)C(=O)OCC)N(C=C2)COCC[Si](C)(C)C ethyl (R)-2-(4-((1-(tert-butoxycarbonyl)piperidin-3-yl)amino)-1-((2-(trimethylsilyl)ethoxy)methyl)-1H-pyrrolo[2,3-b]pyridin-5-yl)thiazole-5-carboxylate